ClC=1C=C(NC1)C1=NC(=NO1)[C@H]1CC[C@H](N(C1)C(=O)C=1C=C(C#N)C=CC1)C 3-({(2R,5S)-5-[5-(4-chloro-1H-pyrrol-2-yl)-1,2,4-oxadiazol-3-yl]-2-methylpiperidin-1-yl}carbonyl)benzonitrile